8-(1-(2-isopropylphenyl)-3-methyl-4,5-dihydro-2H-benzo[e]isoindol-2-yl)naphthalen-2-ol C(C)(C)C1=C(C=CC=C1)C=1N(C(=C2CCC3=C(C12)C=CC=C3)C)C=3C=CC=C1C=CC(=CC31)O